NCCCOCCO 2-(3-amino-propoxy)ethan-1-ol